CN1N=C(C(=C1)[C@H]1N(CCC1)CC1=CC=C(OC2=C(C(=O)N)C=CC=C2)C=C1)C (4-{[(2S)-2-(1,3-dimethyl-1H-pyrazol-4-yl)pyrrolidin-1-yl]methyl}phenoxy)benzamide